C(CCC)C1=CC=C(C=C1)C(C1CO1)OC(C1CO1)C1=CC=C(C=C1)CCCC p-n-Butylphenylglycidylether